7'-Methoxy-2'-oxo-1',4'-dihydro-2'H-spiro[pyrrolidine-3,3'-quinoline]-1-carbonitrile COC1=CC=C2CC3(C(NC2=C1)=O)CN(CC3)C#N